7-(difluoromethyl)-24-[hydroxy(2-methoxyphenyl)methyl]-5α-cholane-3β,4β-diol FC(C1[C@H]2[C@@H]3CC[C@H]([C@@H](CCCC(C4=C(C=CC=C4)OC)O)C)[C@]3(CC[C@@H]2[C@]2(CC[C@@H]([C@@H]([C@@H]2C1)O)O)C)C)F